triphenyl-3-(2-ethylhexyloxy)propylamine C1(=CC=CC=C1)C(CC(OCC(CCCC)CC)(C1=CC=CC=C1)C1=CC=CC=C1)N